CC1=NNC=C1C(=O)N[C@@H]1CCC2=CC(=CC=C12)C1=NOC(=N1)C (R)-3-methyl-N-(5-(5-methyl-1,2,4-oxadiazol-3-yl)-2,3-dihydro-1H-inden-1-yl)-1H-pyrazole-4-carboxamide